C(C1=CC=CC=C1)NC(O[C@H]1[C@H](NC[C@@H]1O)CC1=CC=C(C=C1)OC)=O (2R,3S,4S)-4-hydroxy-2-[(4-methoxyphenyl)methyl]pyrrolidin-3-yl N-benzylcarbamate